FC(C(=O)[O-])C=O 2-fluoro-3-oxopropanoate